COC=1C=C2C=CC(=CC2=CC1)C=1C=NC=CC1N 3-(6-Methoxynaphthalen-2-yl)pyridin-4-amine